2-{4-[2-(dimethylamino)ethoxy]phenyl}ethan-1-amine hydrochloride Cl.CN(CCOC1=CC=C(C=C1)CCN)C